C1(CC1)NC=1SC=C(N1)C=1OC2=C(C1)C=CC(=C2)C(F)(F)F N-cyclopropyl-4-(6-(trifluoromethyl)benzofuran-2-yl)thiazol-2-amine